COC1=CC(=C(C=C1OC)NC(=O)C=1OC2=CC=CC=C2C(C1)=O)C(NC1=CC=C(C=C1)CCNCC1=CC(=CC=C1)N1C=NC=C1)=O N-(4,5-Dimethoxy-2-((4-(2-(N-((3-(1H-imidazol-1-yl)phenyl)methyl)amino)ethyl)phenyl)carbamoyl)phenyl)-4-oxo-4H-chromene-2-carboxamide